CN1N=CC(=C1)C=1NC2=NC(=NC(=C2N1)N1CCOCC1)N1N=C(C=C1)C=1C=C(C=CC1)C 4-(8-(1-methyl-1H-pyrazol-4-yl)-2-(3-(m-tolyl)-1H-pyrazol-1-yl)-9H-purin-6-yl)morpholine